ClC1=C(C=CC(=C1)Cl)C=1CCCC2=C(C1C1=CC(=C(C(=C1)F)C=C1CN(C1)CCCF)F)C=CC(=C2)C(=O)O 8-(2,4-dichlorophenyl)-9-(3,5-difluoro-4-((1-(3-fluoropropyl)azetidin-3-ylidene)methyl)phenyl)-6,7-dihydro-5H-benzo[7]annulene-3-carboxylic acid